(±)-(R)-2-((S)-4-(4-chlorophenyl)-2,3,9-trimethyl-6H-thieno[3,2-f][1,2,4]triazolo[4,3-a][1,4]diazepin-6-yl)propionic acid methyl ester COC([C@H](C)[C@H]1C=2N(C3=C(C(=N1)C1=CC=C(C=C1)Cl)C(=C(S3)C)C)C(=NN2)C)=O |r|